ClC1=C(C(=O)OCC)C=CC(=N1)C1CC1 ethyl 2-chloro-6-cyclopropylnicotinate